ClC=1C=C(C(=NC1)OC=1C=CC=2N(C1C)C=C(N2)C(=O)NC2(CCS(CC2)(=O)=O)C)OCC 6-[(5-chloro-3-ethoxy-2-pyridyl)oxy]-5-methyl-N-(4-methyl-1,1-dioxo-thian-4-yl)imidazo[1,2-a]pyridine-2-carboxamide